tert-butyl 4-(7-methoxy-3,4-dihydro-2H-thiopyrano[2,3-b]pyridin-6-yl)piperazine-1-carboxylate COC1=C(C=C2C(=N1)SCCC2)N2CCN(CC2)C(=O)OC(C)(C)C